C(C1=CC=CC=C1)C=1NC(=NN1)C(=O)NC1C(N(C=2C=CC=C3C(=CN(C23)C1)C=1C=NC=CC1)C)=O 5-benzyl-N-(1-methyl-2-oxo-7-(pyridin-3-yl)-1,2,3,4-tetrahydro-[1,4]diazepino[3,2,1-hi]indol-3-yl)-4H-1,2,4-triazole-3-carboxamide